(-)-1-(3-(aminomethyl)phenyl)-N-(5-((cyclopropylmethylamino)(2-methoxynaphthalen-1-yl)methyl)-2-fluorophenyl)-3-(trifluoromethyl)-1H-pyrazole-5-carboxamide NCC=1C=C(C=CC1)N1N=C(C=C1C(=O)NC1=C(C=CC(=C1)C(C1=C(C=CC2=CC=CC=C12)OC)NCC1CC1)F)C(F)(F)F